((2S,5S)-2,5-dimethylpiperazine-1,4-diyl)bis(((2S,3R)-2-methyl-3-(2-nitro-phenyl)oxiran-2-yl)methanone) C[C@@H]1N(C[C@@H](N(C1)C(=O)[C@]1(O[C@@H]1C1=C(C=CC=C1)[N+](=O)[O-])C)C)C(=O)[C@]1(O[C@@H]1C1=C(C=CC=C1)[N+](=O)[O-])C